C(C)OC(=O)[C@@H]1OC2=CC=C(C=C2CC1)F |r| racemic-6-fluoro-chroman-2-carboxylic acid ethyl ester